5-(8-((1R,2R)-2-(3-chlorophenyl)cyclopropyl)imidazo[1,2-b]pyridazin-6-yl)pyrimidine-2,4(1H,3H)-dione ClC=1C=C(C=CC1)[C@H]1[C@@H](C1)C=1C=2N(N=C(C1)C=1C(NC(NC1)=O)=O)C=CN2